(2s,3r,5s)-4,4-difluoro-3-(methanesulfonylaminomethyl)-2,5-dimethyl-piperidine-1-carboxylic acid benzyl ester C(C1=CC=CC=C1)OC(=O)N1[C@H]([C@H](C([C@H](C1)C)(F)F)CNS(=O)(=O)C)C